((5-amino-1-(benzenesulfonyl)-1H-pyrrolo[2,3-b]pyridin-4-yl)amino)pyrrolidine NC=1C(=C2C(=NC1)N(C=C2)S(=O)(=O)C2=CC=CC=C2)NN2CCCC2